BrC1=C(C(=C(S1)C=1SC=CC1CCCCCC)CCCCCC)Br dibromo-3,3'-dihexyl-2,2'-bithiophene